NC=1C(=NC(=NC1)NC1CCOCC1)NC1CCN(CC1)C(=O)OC(C)(C)C tertbutyl 4-((5-amino-2-((tetrahydro-2H-pyran-4-yl)amino)pyrimidin-4-yl)amino)piperidine-1-carboxylate